t-butyl ((3R)-1-((1-(10H-phenothiazin-2-yl)ethyl)sulfonyl)piperidin-3-yl)carbamate C1=C(C=CC=2SC3=CC=CC=C3NC12)C(C)S(=O)(=O)N1C[C@@H](CCC1)NC(OC(C)(C)C)=O